3-(diethyl-amino)-propyl-ammonia C(C)N(CCCN)CC